C[C@@]1(O)[C@H](OC(C2=CC=CC=C2)=O)[C@@H](OC(C2=CC=CC=C2)=O)[C@H](OC(C2=CC=CC=C2)=O)[C@H](O1)CO methyl-2,3,4-tri-O-benzoyl-α-D-glucopyranose